N-(6-(3,3-difluoropiperidin-1-yl)-2,2-dimethyl-2,3-dihydrobenzo-furan-5-yl)pyrazolo[1,5-a]pyrimidine-3-carboxamide FC1(CN(CCC1)C1=CC2=C(CC(O2)(C)C)C=C1NC(=O)C=1C=NN2C1N=CC=C2)F